C1([C@H](O)[C@H](O)[C@H](O1)CO)C=1NC=C(N1)C(=O)N D-ribofuranosylimidazole-4-carboxamide